C(C)(=O)N1CCC(CC1)NC1=NC=C(C=N1)F 2-[(1-acetyl-4-piperidyl)amino]-5-fluoro-pyrimidin